L-phenylalanine compound with 2,2,2-trifluoroacetic acid FC(C(=O)O)(F)F.N[C@@H](CC1=CC=CC=C1)C(=O)O